5-(1H-indole-2-carbonyl)-N-[1-(trifluoromethyl)cyclobutyl]-4H,5H,6H,7H-pyrazolo[1,5-a]pyrazine-3-carboxamide N1C(=CC2=CC=CC=C12)C(=O)N1CC=2N(CC1)N=CC2C(=O)NC2(CCC2)C(F)(F)F